7-((S)-4-acryloyl-2-methylpiperazin-1-yl)-9-chloro-10-(2-oxoindolin-4-yl)-2,3-dihydro-5H-[1,4]thiazino[2,3,4-ij]quinazolin-5-one C(C=C)(=O)N1C[C@@H](N(CC1)C1=NC(N2C3=C(C(=C(C=C13)Cl)C1=C3CC(NC3=CC=C1)=O)SCC2)=O)C